4-(4-((1r,5s)-3,8-diazabicyclo[3.2.1]oct-3-yl)-8-fluoro-2-((4-fluorobicyclo[2.2.2]oct-1-yl)methoxy)-6-nitroquinazolin-7-yl)-5-ethynyl-6-fluoronaphthalen-2-amine [C@H]12CN(C[C@H](CC1)N2)C2=NC(=NC1=C(C(=C(C=C21)[N+](=O)[O-])C2=CC(=CC1=CC=C(C(=C21)C#C)F)N)F)OCC21CCC(CC2)(CC1)F